5-methyl-1-(o-tolyl)-1H-1,2,3-triazol-4-carboxamid CC1=C(N=NN1C1=C(C=CC=C1)C)C(=O)N